N2-[4-(2,2-dimethyl-3H-furo[2,3-c]pyridin-5-yl)thiazol-2-yl]-N3-methyl-5-(trifluoromethyl)pyridine-2,3-diamine hydrochloride Cl.CC1(CC=2C(=CN=C(C2)C=2N=C(SC2)NC2=NC=C(C=C2NC)C(F)(F)F)O1)C